BrC1=C2CN(C(C2=CC=C1CNC(=O)C1=CC2=C(O1)C(C1=CC=CC=C1C2=O)=O)=O)C2C(NC(CC2)=O)=O N-((4-bromo-2-(2,6-dioxopiperidin-3-yl)-1-oxoisoindolin-5-yl)methyl)-4,9-dioxo-4,9-dihydronaphtho[2,3-b]furan-2-carboxamide